2-bromo-7-chloro-8-(trifluoromethyl)-4H-chromeno[3,4-d]thiazole BrC=1SC2=C(N1)COC=1C=C(C(=CC12)C(F)(F)F)Cl